CC1(OC=2C=C(C(=C(C2C2C1CCC(=C2)C)O)C=2C=NNC2)CCCCC)C 6,6,9-trimethyl-3-pentyl-2-(1H-pyrazol-4-yl)-6a,7,8,10a-tetrahydro-6H-benzo[c]chromen-1-ol